4-chloro-5-[4-(2,6-dichlorobenzene-1-sulfonyl)-piperazin-1-yl]-1-benzofuran-2-carboxylic acid ClC1=C(C=CC2=C1C=C(O2)C(=O)O)N2CCN(CC2)S(=O)(=O)C2=C(C=CC=C2Cl)Cl